12-chloro-4,6,8,10-tetramethyltridecyl methoxymethyl ether COCOCCCC(CC(CC(CC(CC(C)Cl)C)C)C)C